FC(C=1C(=C(C=CC1)C(C)NC1=C2C=CC(N(C2=CC(=N1)C)C)=O)F)F 5-((1-(3-(difluoromethyl)-2-fluorophenyl)ethyl)amino)-1,7-dimethyl-1,6-naphthyridin-2(1H)-one